4-[[5-[(5-ethynyl-3-fluoro-2-pyridyl)amino]-4-methyl-3-pyridyl]methyl]-3-fluoro-N-(methylsulfamoyl)pyridin-2-amine C(#C)C=1C=C(C(=NC1)NC=1C(=C(C=NC1)CC1=C(C(=NC=C1)NS(NC)(=O)=O)F)C)F